(R/S)-1-(Tetrahydrofuran-2-ylmethyl)-6-[3-(trifluoromethyl)phenyl]-3H-imidazo[4,5-b]pyridin-2-one O1[C@H](CCC1)CN1C(NC2=NC=C(C=C21)C2=CC(=CC=C2)C(F)(F)F)=O |r|